C(C(=C)C)(=O)OC(CCCC[Si](OC)(OC)OC)CCC ε-methacryloxyoctyltrimethoxysilane